[Cl-].C1(=C(C(=CC(=C1)C)C)[I+]C1=C(C=C(C=C1C)C)C)C dimesityliodonium chloride